N1(CCNCCC1)C(CCC)C1=NC2=CC(=CC=C2C(N1CC)=O)Br 2-(1-(1,4-diazepan-1-yl)butyl)-7-bromo-3-ethylquinazolin-4(3H)-one